Hydroxyethyltriphenylphosphonium chloride [Cl-].OCC[P+](C1=CC=CC=C1)(C1=CC=CC=C1)C1=CC=CC=C1